CN(C=1C2=C(N=CN1)NC(=C2)C2=CC=C(C=C2)CO)CC2CCOCC2 (4-(4-(Methyl((tetrahydro-2H-pyran-4-yl)methyl)amino)-7H-pyrrolo[2,3-d]pyrimidin-6-yl)phenyl)methanol